2,5-dimethyl-4,5-dihydro-2H-pyrazolo[4,3-c]Quinoline-4,4-d2-6-amine CN1N=C2C(C(N(C3=C(C=CC=C23)N)C)([2H])[2H])=C1